FC1=CC=CC2=C1N(C(=N2)C=2C(=NON2)N)CC=2N=NC(=CC2)OC 4-(7-fluoro-1-((6-methoxypyridazin-3-yl)methyl)-benzoimidazol-2-yl)-1,2,5-oxadiazol-3-amine